5-(4-cyclopropyl-6-methoxypyrimidin-5-yl)-7-methyl-3-(4-(1-methyl-4-(trifluoromethyl)-1H-imidazol-2-yl)benzyl)-1-((2-(trimethylsilyl)ethoxy)methyl)-1H-pyrazolo[4,3-d]pyrimidine C1(CC1)C1=NC=NC(=C1C=1N=C(C2=C(N1)C(=NN2COCC[Si](C)(C)C)CC2=CC=C(C=C2)C=2N(C=C(N2)C(F)(F)F)C)C)OC